ClC1=C(C=C2CCNCC2=C1)NC1=NC=C(C(=N1)C1=CC2=C(C(N(CCS2(=O)=O)C)=O)S1)C1CC1 7-(2-((7-chloro-1,2,3,4-tetrahydroisoquinolin-6-yl)amino)-5-cyclopropylpyrimidin-4-yl)-4-methyl-3,4-dihydrothieno[2,3-f][1,4]thiazepin-5(2H)-one 1,1-dioxide